4-[3-Methyl-5-(trifluoromethyl)phenoxy]benzaldehyde CC=1C=C(OC2=CC=C(C=O)C=C2)C=C(C1)C(F)(F)F